N-[3-[1-(4-chloro-3-fluoro-phenyl)triazol-4-yl]-1-bicyclo[1.1.1]pentanyl]-2-[3-cis-(trifluoromethoxy)cyclobutoxy]acetamide ClC1=C(C=C(C=C1)N1N=NC(=C1)C12CC(C1)(C2)NC(COC2(CCC2)OC(F)(F)F)=O)F